isopropyl (R)-3-(2-(6-((5-acrylamido-4-(4-(4-cyclopropylpiperazin-1-yl)piperidin-1-yl)-2-methoxyphenyl)amino)pyrimidin-4-yl)isoxazolidin-3-yl)-5-fluorobenzoate C(C=C)(=O)NC=1C(=CC(=C(C1)NC1=CC(=NC=N1)N1OCC[C@@H]1C=1C=C(C(=O)OC(C)C)C=C(C1)F)OC)N1CCC(CC1)N1CCN(CC1)C1CC1